tetradecafluoro-1-n-octanol FC(C(C(C(C(C(C(O)(F)F)(F)F)(F)F)(F)F)(F)F)(F)F)(C)F